(9Z)-3,3-dimethyl-10-oxo-1,2,3,4,9,10-hexahydrophenanthrene CC1(CCC=2C(CC3=CC=CC=C3C2C1)=O)C